C(C)OC(=C)C=C 2-ethoxybuta-1,3-diene